NC1=C(C=CC(=C1)CN1CCOCC1)NC1=NC=C(C(=N1)NC1=CC=CC=C1)C#N 2-((2-amino-4-(morpholinomethyl)phenyl)amino)-4-(phenylamino)pyrimidine-5-carbonitrile